Cl.C(C)C1=CC2=C(C(C=3NC4=CC(=CC=C4C3C2=O)C#N)(C)C)C=C1N1CCC(CC1)N1CCOCC1 9-ethyl-6,6-dimethyl-8-[4-(morpholine-4-yl)-piperidin-1-yl]-11-oxo-6,11-dihydro-5H-benzo[b]carbazole-3-carbonitrile monohydrochloride